C(C)OC1=C(C=CC=C1)C(=O)N1C[C@@H](CC1)NCCCO[C@H]1CN(CC1)C1=CC=C(C=C1)C(C)NC (2-ethoxyphenyl)((3R)-3-((3-(((3R)-1-(4-(1-(methylamino)ethyl)phenyl)pyrrolidin-3-yl)oxy)propyl)amino)pyrrolidin-1-yl)methanone